ClC=1C(=C(C=C(C1)OCOC)B1OC(C(O1)(C)C)(C)C)C 2-(3-chloro-5-(methoxymethoxy)-2-methylphenyl)-4,4,5,5-tetramethyl-1,3,2-dioxaborolane